(3R)-3-amino-5-[(4-chlorophenyl)methyl]-7-[5-(3,3-difluorocyclohexyl)-1,3,4-oxadiazol-2-yl]-8-fluoro-1,1-dioxo-2,3-dihydro-1lambda6,5-benzothiazepin-4-one N[C@H]1CS(C2=C(N(C1=O)CC1=CC=C(C=C1)Cl)C=C(C(=C2)F)C=2OC(=NN2)C2CC(CCC2)(F)F)(=O)=O